1,3-dimethoxy-6-phenyl-5a,6,7,8-tetrahydro-8aH-cyclopenta[4,5]furo[3,2-c]pyridine-8,8a-diol COC1=NC(=CC2=C1C1(C(O2)C(CC1O)C1=CC=CC=C1)O)OC